C1(C(CCCCCCCC1)C(=O)O)C(=O)O cyclodecane-1,2-dicarboxylic acid